3-propyl-hafnium (IV) CCC[Hf+3]